ClC=1C=C(C=C2C=C(N=CC12)NC(=O)[C@H]1[C@@H](C1)C#N)NC1=C(C=CC=C1)O |r| (±)-trans-N-[8-chloro-6-(2-hydroxyanilino)-3-isoquinolyl]-2-cyano-cyclopropanecarboxamide